dichloro(pentamethylcyclopentadienyl)rhodium (III) chloride Cl[Rh-](C1(C(=C(C(=C1C)C)C)C)C)(Cl)Cl